4-chlorobenzophenon ClC1=CC=C(C(=O)C2=CC=CC=C2)C=C1